1,6-dihydropyrimidine-5-carbonitrile N1C=NC=C(C1)C#N